N1(CCOCC1)C1=CC=CC(=N1)CNC(=O)C=1C=2C[C@@H]3[C@H](C2N(N1)C1=C(C=C(C=C1)F)F)C3 (1aR,5aR)-2-(2,4-Difluoro-phenyl)-1a,2,5,5a-tetrahydro-1H-2,3-diaza-cyclopropa[a]pentalene-4-carboxylic acid (6-morpholin-4-yl-pyridin-2-ylmethyl)-amide